NCC1=CC=C(C=C1)CNC1=C(C(=NN1C(=O)C1=C(OC=C1)C)C1C(CN(CC1C(F)(F)F)C(C(C)(C)C)=O)=O)C#N 5-({[4-(aminomethyl)phenyl]methyl}amino)-3-[1-(2,2-dimethylpropanoyl)-3-oxo-5-(trifluoromethyl)piperidin-4-yl]-1-(2-methylfuran-3-carbonyl)-1H-pyrazole-4-carbonitrile